N-(1-bicyclo[1.1.1]pentanyl)sulfamoyl chloride C12(CC(C1)C2)NS(=O)(=O)Cl